camphenediol C12(C(CO)(C)C(=C)C(CC1)C2)O